(1R,2S)-2-N-(7-chloroquinolin-4-yl)cyclohexane-1,2-diamine ClC1=CC=C2C(=CC=NC2=C1)N[C@@H]1[C@@H](CCCC1)N